CC1(CC1)C1CCC(CC1)=O 4-(1-methylcyclopropyl)cyclohexan-1-one